C1OCCC=2OC(C3=C(C21)C=CS3)=O 3,4-dihydro-1H,6H-pyrano[4,3-b]thieno[3,2-d]pyran-6-one